(R)-1-(benzo[d]thiazol-2-yl)piperidin S1C(=NC2=C1C=CC=C2)N2CCCCC2